BrC(C)C1=NC2=CC=CC(=C2C(N1N1CCCCC1)=O)Cl 2-(1-bromoethyl)-5-chloro-3-(piperidin-1-yl)quinazolin-4(3H)-one